N-(3-(4-((3-methyl-4-((1-methyl-1H-benzo[d]imidazol-5-yl)oxy)phenyl)amino)pyrido[3,2-d]pyridin-6-yl)allyl)acrylamide CC=1C=C(C=CC1OC1=CC2=C(N(C=N2)C)C=C1)NC1=CC=NC2=C1C=C(N=C2)C=CCNC(C=C)=O